6-(difluoromethyl)pyrimidine-2,4(1h,3h)-dione FC(C1=CC(NC(N1)=O)=O)F